N1CCC(CCC1)CNC1=NN(C(=C1)C1=CC(=C(C#N)C=C1)F)C1=CC=C(C=C1)C(=O)N1CCCC1 4-(3-((azepan-4-ylmethyl)amino)-1-(4-(pyrrolidine-1-carbonyl)phenyl)-1H-pyrazol-5-yl)-2-fluorobenzonitrile